C(C)O[C@H]1[C@@H](SC=2C(=NC=C(C2)Cl)C#N)O[C@@H]([C@@H]([C@@H]1N1N=NC(=C1)C1=CC(=C(C(=C1)F)F)F)O)CO 5-Chloro-2-cyanopyridin-3-yl 3-deoxy-2-O-ethyl-3-[4-(3,4,5-trifluoro-phenyl)-1H-1,2,3-triazol-1-yl]-1-thio-α-D-galactopyranoside